4,5,6,7-tetrachloro-1,3-dioxoisoindolin-2-yl 4-(tert-butyl)cyclohexane-1-carboxylate C(C)(C)(C)C1CCC(CC1)C(=O)ON1C(C2=C(C(=C(C(=C2C1=O)Cl)Cl)Cl)Cl)=O